FC([C@@H](CO)NC(OC(C)(C)C)=O)(F)F (R)-tert-butyl (1,1,1-trifluoro-3-hydroxypropan-2-yl)carbamate